racemic-tert-butyl trans-((1-benzyl-3-hydroxy-4-methylpiperidin-4-yl)methyl)carbamate C(C1=CC=CC=C1)N1C[C@H]([C@](CC1)(C)CNC(OC(C)(C)C)=O)O |r|